CN1CCC(CC1)NC(=O)[C@@H]1CC12CCN(CC2)C(=O)OC(C(F)(F)F)C(F)(F)F |o1:10| 1,1,1,3,3,3-hexafluoro-propan-2-yl (R or S)-1-((1-methylpiperidin-4-yl)carbamoyl)-6-azaspiro[2.5]-octane-6-carboxylate